C(C)(C)(C)OC(=O)N[C@@H](CCC(=O)[O-])COS(=O)(=O)C1=CC=C(C)C=C1 (S)-4-((tert-butoxycarbonyl)amino)-5-(tosyloxy)pentanoate